C(C1=CC=CC=C1)OC1=CC=C(C[C@@H](N)C(=O)O)C=C1 O-Benzyl-D-tyrosin